N-(3,5-difluoro-4-((1-methylpiperidin-4-yl)methoxy)phenyl)-4-(3-phenylisoxazolidin-2-yl)-5-(trifluoromethyl)pyrimidin-2-amine FC=1C=C(C=C(C1OCC1CCN(CC1)C)F)NC1=NC=C(C(=N1)N1OCCC1C1=CC=CC=C1)C(F)(F)F